4-(cyclohexylamino)-3-[6-(dimethylamino)-2-pyridinyl]-N-methyl-benzenesulfonamide C1(CCCCC1)NC1=C(C=C(C=C1)S(=O)(=O)NC)C1=NC(=CC=C1)N(C)C